6-bromo-7-chloro-3-(2-(dimethylamino)ethoxy)quinoxalin-2(1H)-one BrC=1C=C2N=C(C(NC2=CC1Cl)=O)OCCN(C)C